C(#N)C1(CCC(CC1)N1CCN(CCC1)C(=O)OC(C)(C)C)C1=NC=C(C=C1)OC Tert-butyl 4-[4-cyano-4-(5-methoxypyridin-2-yl) cyclohexyl]-1,4-diazepan-1-carboxylate